1,9-dichloro-2,8-dihydroxy-4,5,6-trithianonane ClCC(CSSSCC(CCl)O)O